1-chloro-3,7,11-trimethyl-2,6,10-dodecanetriene ClCC=C(CCC=C(CCC=C(C)C)C)C